1-(5-methyl-2-((tetrahydro-2H-pyran-4-yl)amino)pyrimidin-4-yl)-1H-imidazole-4-carboxamide CC=1C(=NC(=NC1)NC1CCOCC1)N1C=NC(=C1)C(=O)N